P(O)(=O)(OP(=O)(O)OP(=O)(O)O)OC[C@@H]1[C@H]([C@H]([C@@H](O1)N1C(=O)NC(=O)C(=C1)F)O)O 5-Fluorouridine triphosphate